N-methylperfluoro-1-octanesulfonamide CNS(=O)(=O)C(C(C(C(C(C(C(C(F)(F)F)(F)F)(F)F)(F)F)(F)F)(F)F)(F)F)(F)F